2,2'-(Octadecane-1-ylimino)diethanol C(CCCCCCCCCCCCCCCCC)N(CCO)CCO